BrC1=NC(=CC(=C1OC)O)I 2-Bromo-6-iodo-3-methoxypyridin-4-ol